CC1=CC=NC(=N1)SC 6-methyl-2-(methylthio)pyrimidine